1-(3-((4-((5-(furan-2-yl)-2-((1-methylpyrrolidin-3-yl)oxy)phenyl)amino)-7-methoxyquinazoline-6-yl)oxy)azetidin-1-yl)prop-2-en-1-one O1C(=CC=C1)C=1C=CC(=C(C1)NC1=NC=NC2=CC(=C(C=C12)OC1CN(C1)C(C=C)=O)OC)OC1CN(CC1)C